1-cyano-4-dimethylaminopyridine C(#N)N1CC=C(C=C1)N(C)C